OC(CC)C1=CC=C(C=C1)O 4-(1-hydroxypropyl)phenol